FC(OC=1C=C(C=CC1)N1C(N(C=2C1=NC=C(C2)C(=O)N[C@]2(NS(C=CC2)(=O)=O)C)C(C)C)=O)F 3-[3-(difluoromethoxy)phenyl]-1-isopropyl-N-[(3S)-3-methyl-1,1-dioxo-thiazin-3-yl]-2-oxo-imidazo[4,5-b]pyridine-6-carboxamide